rac-(cis)-N-(1-(2-fluorocyclopropyl)-2-oxo-1,2-dihydropyridin-3-yl)-6-isopropoxy-2-(1-methyl-2-oxabicyclo[2.1.1]hex-4-yl)-2H-pyrazolo[3,4-b]pyridine-5-carboxamide FC1C(C1)N1C(C(=CC=C1)NC(=O)C1=CC=2C(N=C1OC(C)C)=NN(C2)[C@@]21CO[C@@](C2)(C1)C)=O